1-methylthio-propane CSCCC